Arachidamidopropyl-dimethylamine C(CCCCCCCCCCCCCCCCCCC)(=O)NCCCN(C)C